(Boc-amino)-3-methyl-pyridine C(=O)(OC(C)(C)C)NC1=NC=CC=C1C